C(#N)C1=CC=C(C=C1)C1CCN(CC1)C(=O)C=1C=C(N=NC1)NC(=O)NCCOC 1-(5-(4-(4-cyanophenyl)piperidine-1-carbonyl)pyridazin-3-yl)-3-(2-methoxy-ethyl)urea